8-chloro-6-(3-isopropyl-5-(1-(2-(methylsulfonyl)ethyl)piperidin-4-yl)-1H-indol-2-yl)-7-methyl-[1,2,4]triazolo[4,3-a]pyridine ClC=1C=2N(C=C(C1C)C=1NC3=CC=C(C=C3C1C(C)C)C1CCN(CC1)CCS(=O)(=O)C)C=NN2